4-((3-chloro-5-(ethoxycarbonyl)-1H-pyrazol-1-yl)methyl)piperidine-1-carboxylic acid tert-butyl ester C(C)(C)(C)OC(=O)N1CCC(CC1)CN1N=C(C=C1C(=O)OCC)Cl